4'-((1R,5S)-3,8-Diazabicyclo[3.2.1]octan-3-yl)-2'-((tetrahydro-1H-pyrrolizin-7a(5H)-yl)methoxy)-3,4,5',8'-tetrahydro-2H,6'H-spiro[naphthalene-1,7'-quinazoline] [C@H]12CN(C[C@H](CC1)N2)C2=NC(=NC=1CC3(CCC21)CCCC2=CC=CC=C23)OCC23CCCN3CCC2